C(C)OC(C(C(O)C=1SC=C(C1)C1=CN(C2=CC(=CC=C12)F)C(=O)OC(C)(C)C)(F)F)=O difluoro-3-(4-(1-Boc-6-fluoro-1H-indol-3-yl)thiophen-2-yl)-3-hydroxypropionic acid ethyl ester